bromoundecanoic acid methyl ester COC(C(CCCCCCCCC)Br)=O